C1(CC1)C(=O)N1CCN(CC1)C(=O)C=1C=NC2=CC=C(C=C2C1N1CCC(CC1)(C1=CC=CC=C1)O)F (4-(Cyclopropanecarbonyl)piperazin-1-yl)(6-fluoro-4-(4-hydroxy-4-phenylpiperidin-1-yl)quinolin-3-yl)methanone